2,5-dibromo-1-ethylpyrrole BrC=1N(C(=CC1)Br)CC